(Z)-4-(3-(3-(2-isopropyl-5-methylphenyl)-4-oxothiazolidin-2-ylidene)ureido)phenethyl (4-(trifluoromethoxy)phenyl)carbamate FC(OC1=CC=C(C=C1)NC(OCCC1=CC=C(C=C1)NC(=O)\N=C\1/SCC(N1C1=C(C=CC(=C1)C)C(C)C)=O)=O)(F)F